[Al].[Zn].[Cu] copper zinc aluminum salt